pentaerythritol tetrakis(3-stearyl-thiopropionate) C(CCCCCCCCCCCCCCCCC)CCC(=S)OCC(COC(CCCCCCCCCCCCCCCCCCCC)=S)(COC(CCCCCCCCCCCCCCCCCCCC)=S)COC(CCCCCCCCCCCCCCCCCCCC)=S